8-(5-Methoxy-4-nitro-2-vinylphenyl)-1,4-dioxa-8-azaspiro[4.5]decane COC=1C(=CC(=C(C1)N1CCC2(OCCO2)CC1)C=C)[N+](=O)[O-]